BrC1=CC=C(C=C1)N1CCCCC1 1-(4-bromophenyl)piperidine